Methyl (((cis-3-(2-amino-6-hydroxy-9H-purin-9-yl)cyclobutyl) methoxy)(4-bromophenoxy) phosphoryl)-L-alaninate NC1=NC(=C2N=CN(C2=N1)[C@H]1C[C@H](C1)COP(=O)(OC1=CC=C(C=C1)Br)N[C@@H](C)C(=O)OC)O